Tert-butyl 4-[3-[1-(2,6-dioxo-3-piperidyl)-3-methyl-2-oxo-benzimidazol-5-yl]propyl]piperidine-1-carboxylate O=C1NC(CCC1N1C(N(C2=C1C=CC(=C2)CCCC2CCN(CC2)C(=O)OC(C)(C)C)C)=O)=O